C1(CC1)C1=CC=C(C=N1)C(C)N1C[C@@H](N(C[C@H]1CC)C(=O)OC(C)(C)C)CC tert-butyl (2S,5R)-4-(1-(6-cyclopropylpyridin-3-yl) ethyl)-2,5-diethylpiperazine-1-carboxylate